ethyl 2,4-dimethyl-oxazole-5-carboxylate CC=1OC(=C(N1)C)C(=O)OCC